4,4'-Dihydroxy-3,3'-dimethoxy-stilbene OC1=C(C=C(C=C1)C=CC1=CC(=C(C=C1)O)OC)OC